(1S,3R)-1-(4-bromo-2,6-difluorophenyl)-2-(3-((tert-butyldiphenylsilyl)oxy)-2,2-difluoropropyl)-3-methyl-1,2,3,4-tetrahydrobenzo[4,5]imidazo[1,2-c]pyrimidine BrC1=CC(=C(C(=C1)F)[C@H]1N([C@@H](CC=2N1C1=C(N2)C=CC=C1)C)CC(CO[Si](C1=CC=CC=C1)(C1=CC=CC=C1)C(C)(C)C)(F)F)F